4-Benzyl-6-oxo-2-[2-(1H-tetrazol-5-yl)-benzylsulfanyl]-1,6-dihydro-pyrimidine-5-carbonitrile C(C1=CC=CC=C1)C=1N=C(NC(C1C#N)=O)SCC1=C(C=CC=C1)C1=NN=NN1